bis(trichlorosilylethyl)benzene C1=CC=C(C(=C1)CC[Si](Cl)(Cl)Cl)CC[Si](Cl)(Cl)Cl